C1(CC1)N1CCN(CC1)CC(=O)NC=1N=CC2=CC=C(C=C2C1)C=1C=NN(C1CN1CCCCC1)C 2-(4-cyclopropylpiperazin-1-yl)-N-(6-(1-methyl-5-(piperidin-1-ylmethyl)-1H-pyrazol-4-yl)isoquinolin-3-yl)acetamide